(S)-8-(2-fluoro-4-(1-phenylethoxy)phenyl)-6-(1,2,3,6-tetrahydropyridin-4-yl)-9H-purine FC1=C(C=CC(=C1)O[C@@H](C)C1=CC=CC=C1)C=1NC2=NC=NC(=C2N1)C=1CCNCC1